5-{[1-(4-Chlorophenyl)-1H-pyrazol-3-yl]oxy}-2-(methoxyimino)-N,3-dimethylpent-3-enamide ClC1=CC=C(C=C1)N1N=C(C=C1)OCC=C(C(C(=O)NC)=NOC)C